C(#N)C12CC(C1)(C2)C=2N=C1N(C=C(C(=C1)OC(C)C)C(=O)O)C2 2-(3-cyano-1-bicyclo[1.1.1]pentanyl)-7-isopropoxy-imidazo[1,2-a]pyridine-6-carboxylic acid